N-((S)-1-(2-((S)-2-cyanopyrrolidin-1-yl)-2-oxoethyl)pyrrolidin-3-yl)-6-hydroxybenzofuran-3-carboxamide C(#N)[C@H]1N(CCC1)C(CN1C[C@H](CC1)NC(=O)C1=COC2=C1C=CC(=C2)O)=O